2-(2-ethoxyethoxy)ethyl methacrylate C(C(=C)C)(=O)OCCOCCOCC